6-[3-(6-methyl-2-pyridyl)-1H-pyrazol-4-yl]-N-(piperazin-2-ylmethyl)-1,5-naphthyridin-3-amine CC1=CC=CC(=N1)C1=NNC=C1C=1N=C2C=C(C=NC2=CC1)NCC1NCCNC1